O=C1C(=C2COCCN2C=C1C=1SC=CC1)C(=O)N 8-oxo-7-thiophen-2-yl-3,4-dihydro-1H-pyrido[2,1-c][1,4]Oxazine-9-carboxamide